ClC1=C(C(=O)N2CCN(CC2)C(=O)OC(C)(C)C)C=CC(=C1)NC(=O)C=1N(C(=CN1)C=1C(=NN(C1)C1CC1)C(F)(F)F)C tert-Butyl 4-(2-chloro-4-(5-(1-cyclopropyl-3-(trifluoromethyl)-1H-pyrazol-4-yl)-1-methyl-1H-imidazole-2-carboxamido)benzoyl)piperazine-1-carboxylate